C(C)[C@H]1CN(CCO1)CC1=CC(=C2CN(C(C2=C1)=O)C1=CC(=CC=C1)C1(CC(C1)C)C1=NN=CN1C)C(F)(F)F 6-(((S)-2-ethylmorpholinyl)methyl)-2-(3-((1S,3R)-3-methyl-1-(4-methyl-4H-1,2,4-triazol-3-yl)cyclobutyl)phenyl)-4-(trifluoromethyl)isoindolin-1-one